tert-butyl N-[1-[7-[(8-methoxy-2-methyl-imidazo[1,2-a]pyrazin-6-yl)carbamoyl]-2-methyl-indazol-4-yl]-4-methyl-4-piperidyl]-N-methyl-carbamate COC=1C=2N(C=C(N1)NC(=O)C1=CC=C(C3=CN(N=C13)C)N1CCC(CC1)(C)N(C(OC(C)(C)C)=O)C)C=C(N2)C